methyl 1-(1'-(4-chloro-3-fluorophenyl)-1',2'-dihydrospiro[cyclopentane-1,3'-pyrrolo[3,2-b]pyridine]-5'-carbonyl)-3,3-dimethylpiperidine-4-carboxylate ClC1=C(C=C(C=C1)N1CC2(C3=NC(=CC=C31)C(=O)N3CC(C(CC3)C(=O)OC)(C)C)CCCC2)F